1,3-diethyl-2-methylimidazolinium C(C)[NH+]1C(N(CC1)CC)C